(S)-N-(benzo[b]thiophen-5-ylmethyl)-4-(2-(4-(trifluoromethyl)phenyl)-2H-pyrazolo[3,4-d]pyrimidin-4-yl)piperazine-2-carboxamide S1C2=C(C=C1)C=C(C=C2)CNC(=O)[C@H]2NCCN(C2)C=2C=1C(N=CN2)=NN(C1)C1=CC=C(C=C1)C(F)(F)F